(10-(9H-carbazol-9-yl)anthracen-9-yl)boronic acid C1=CC=CC=2C3=CC=CC=C3N(C12)C1=C2C=CC=CC2=C(C2=CC=CC=C12)B(O)O